COCCO[C@H]1[C@@H](O[C@@H]([C@H]1O)CO)N1C=NC=2C(=O)NC(N)=NC12 O-methoxyethylguanosine